FC=1C=C(C=C(C1C=O)F)S(=O)(=O)N(CC1=CC=C(C=C1)OC)CC1=CC=C(C=C1)OC 3,5-difluoro-4-formyl-N,N-bis(4-methoxybenzyl)benzenesulfonamide